2-(6-ethoxy-4-(4-fluoro-2-(4-methyl-4H-1,2,4-triazol-3-yl)phenyl)pyridin-2-yl)-4-(trifluoromethyl)isoindolin-1-one C(C)OC1=CC(=CC(=N1)N1C(C2=CC=CC(=C2C1)C(F)(F)F)=O)C1=C(C=C(C=C1)F)C1=NN=CN1C